(E)-N-(5-((5-Chloro-4-(((3R,3aR,6R,6aR)-6-hydroxyhexahydrofuro[3,2-b]furan-3-yl)oxy)pyrimidin-2-yl)amino)-2-(4-(4-methylpiperazin-1-yl)piperidin-1-yl)phenyl)-2-butenamide ClC=1C(=NC(=NC1)NC=1C=CC(=C(C1)NC(\C=C\C)=O)N1CCC(CC1)N1CCN(CC1)C)O[C@H]1[C@@H]2[C@H](OC1)[C@@H](CO2)O